1,4-diiodo-2,5-bis-(6-triisopropylsilyl-hexynyl)-benzene IC1=C(C=C(C(=C1)C#CCCCC[Si](C(C)C)(C(C)C)C(C)C)I)C#CCCCC[Si](C(C)C)(C(C)C)C(C)C